CN1CCN(CC1)C1=C(C=C(C=C1)O)C(F)(F)F 4-(4-methylpiperazin-1-yl)-3-(trifluoromethyl)phenol